C(CCCCCCCCCCC)N[C@@H](CCC(=O)[O-])C(=O)[O-] laurylglutamate